C12(CCCC(CCC1)CC2)OC(C=C)=O acrylic bicyclo[3.3.2]Decyl ester